2-(2-(2-(4-(benzyloxy)phenoxy)ethoxy)ethoxy)tetrahydro-2H-pyran C(C1=CC=CC=C1)OC1=CC=C(OCCOCCOC2OCCCC2)C=C1